3-bromo-2,6-difluoro-5-methylbenzaldehyde BrC=1C(=C(C=O)C(=C(C1)C)F)F